C(C)OC(=O)C=1C(C=C2N(C(CC3=CC(=C(C=C23)OC)C=2C=NC(=CC2)C)C(C)C)C1)=O 6-isopropyl-10-methoxy-9-(6-methylpyridin-3-yl)-2-oxo-6,7-dihydro-2H-pyrido[2,1-a]isoquinoline-3-carboxylic acid ethyl ester